C12CN(CC2C1)C=1C=C(C=CC1C(=O)N1CCN(CC1)CCC)NC(=O)C1CC1 N-[3-(3-azabicyclo[3.1.0]hexan-3-yl)-4-(4-propylpiperazine-1-carbonyl)phenyl]cyclopropanecarboxamide